CC(C#C[Li])(C)C 3,3-dimethyl-1-butynyl-lithium